[K].[C].[P] phosphorus carbon potassium